rac-N,N-dimethyl-2-(5-((2R,5S)-5-methylpiperidin-2-yl)benzo[d]thiazol-2-yl)ethanamine CN(CCC=1SC2=C(N1)C=C(C=C2)[C@@H]2NC[C@H](CC2)C)C |r|